tert-butyl (3S,4R)-4-([6-[4-(5-chloro-2-fluorobenzenesulfonamido)phenyl]-3-methyl-1H-pyrazolo[3,4-d]pyrimidin-4-yl]oxy)-3-fluoropiperidine-1-carboxylate ClC=1C=CC(=C(C1)S(=O)(=O)NC1=CC=C(C=C1)C1=NC(=C2C(=N1)NN=C2C)O[C@H]2[C@H](CN(CC2)C(=O)OC(C)(C)C)F)F